1-methyl-1H-1,2,3-triazol-4-amine hydrochloride Cl.CN1N=NC(=C1)N